2-AMINOBENZO[D]THIAZOLE-6-CARBALDEHYDE NC=1SC2=C(N1)C=CC(=C2)C=O